ClC1=C2C(NN=C(C2=CC(=C1)C=1C=NN(C1C1=C(C=CC=C1)C#N)C)CNC(OC(C)(C)C)=O)=O tert-butyl ((5-chloro-7-(5-(2-cyanophenyl)-1-methyl-1H-pyrazol-4-yl)-4-oxo-3,4-dihydrophthalazin-1-yl)methyl)carbamate